3-(aminopropyl)-2-pyrrolidonium acetate C(C)(=O)[O-].NCCCC1C([NH2+]CC1)=O